3-chloro-N-(2-(2,6-dioxopiperidin-3-yl)-1-oxoisoindolin-5-yl)-2-methyl-benzenesulfonamide ClC=1C(=C(C=CC1)S(=O)(=O)NC=1C=C2CN(C(C2=CC1)=O)C1C(NC(CC1)=O)=O)C